2-(5-chloro-2-(phenylamino)phenyl)ethane ClC=1C=CC(=C(C1)CC)NC1=CC=CC=C1